BrC1=CC=C(C(=N1)NC(=O)[C@@H]1[C@@H]2C[C@@H]2CN1C(=O)OC(C)(C)C)C1CC1 tert-butyl (1R,2S,5S)-2-((6-bromo-3-cyclopropylpyridin-2-yl) carbamoyl)-3-azabicyclo[3.1.0]hexane-3-carboxylate